4-(quinoline-8-sulfonylamino)benzoic acid N1=CC=CC2=CC=CC(=C12)S(=O)(=O)NC1=CC=C(C(=O)O)C=C1